(R)-N-(1-(3-(2-(4-(3-chlorophenyl)piperazin-1-yl)ethyl)-1-oxo-2,8-diazaspiro[4.5]decan-8-yl)-2-methyl-1-oxopropan-2-yl)acetamide ClC=1C=C(C=CC1)N1CCN(CC1)CC[C@@H]1NC(C2(C1)CCN(CC2)C(C(C)(C)NC(C)=O)=O)=O